2-amino-2-(4-(4-methylthiazol-5-yl)phenyl)ethanol hydrochloride Cl.NC(CO)C1=CC=C(C=C1)C1=C(N=CS1)C